5-fluoro-1,3-dimethyl-1H-indazole-6-carboxylic acid FC=1C=C2C(=NN(C2=CC1C(=O)O)C)C